t-butyl (E)-3-(2-((S)-1-(3,4-difluorophenyl)-6-oxopiperidine-2-yl)-1-((trans)-4-methoxycyclohexyl)-1H-benzo[d]imidazole-5-yl)acrylate FC=1C=C(C=CC1F)N1[C@@H](CCCC1=O)C1=NC2=C(N1[C@@H]1CC[C@H](CC1)OC)C=CC(=C2)/C=C/C(=O)OC(C)(C)C